4-(2-oxopyridin-1(2H)-yl)pyrrolidine-2-carboxamide O=C1N(C=CC=C1)C1CC(NC1)C(=O)N